C(C)OC(=O)C1O[C@]([C@H](C1=O)C)(C(F)(F)F)C |r| rac-(4R,5R)-4,5-dimethyl-3-oxo-5-(trifluoromethyl)tetrahydrofuran-2-carboxylic acid ethyl ester